N1C(CCC2=CC=NC=C12)=O 3,4-dihydro-1H-1,7-naphthyridin-2-one